2-(4,4,5,5-tetramethyl-1,3,2-dioxaborolan-2-yl)-N-(4-(trifluoromethyl)phenyl)aniline CC1(OB(OC1(C)C)C1=C(NC2=CC=C(C=C2)C(F)(F)F)C=CC=C1)C